[Sb].[P].[Ga] Gallium phosphorus antimony